ClC1(NC=CC=C1)S(=O)(=O)[O-] 2-chloropyridinesulfonate